4-(methoxycarbonyl)-2-nitrophenylboronic acid COC(=O)C1=CC(=C(C=C1)B(O)O)[N+](=O)[O-]